C1=CN=CC=2C=CC3=C(C12)C=CC(=C3)B(O)O benzo[f]isoquinolin-8-ylboronic acid